4-formyl-benzo[cd]indol-2(1H)-one C(=O)C=1C=C2C3=C(C(NC3=CC=C2)=O)C1